tert-butyl 3-bromo-6-fluoropyrrolo[3,2-b]pyridine-1-carboxylate BrC1=CN(C=2C1=NC=C(C2)F)C(=O)OC(C)(C)C